bis(2-butyloctyl) 10-[3-(dimethylamino)propyl-heptylsulfanylcarbonyl-amino]nonadecanedioate CN(CCCN(C(CCCCCCCCC(=O)OCC(CCCCCC)CCCC)CCCCCCCCC(=O)OCC(CCCCCC)CCCC)C(=O)SCCCCCCC)C